C12C(C3CC(CC(C1)C3)C2)NCCCCCNC(=O)C2=NN(C(=C2C)C2=CC=C(C=C2)Cl)C2=C(C=C(C=C2)Cl)Cl N-(5-(((1r,3r,5r,7r)-adamantan-2-yl)amino)pentyl)-5-(4-chlorophenyl)-1-(2,4-dichlorophenyl)-4-methyl-1H-pyrazole-3-carboxamide